C[Si](C)(C)[Mo](=C=O)(=C=O)C1C=CC=C1 trimethylsilylcyclopentadienyl-dicarbonyl-molybdenum